OCCN1C[C@@H](CC1=O)OC(=O)N1CCN(CC1)C1=NC=2N(C=C1)N=CC2C=2C(=NC=CC2)OC2CN(C2)C(=O)OC [(3R)-1-(2-hydroxyethyl)-5-oxo-pyrrolidin-3-yl]-4-[3-[2-(1-methoxycarbonylazetidin-3-yl)oxy-3-pyridyl]pyrazolo[1,5-a]pyrimidin-5-yl]piperazine-1-carboxylate